FC(C1=NC(=NO1)C=1C=CC(=NC1)N1CC2(C1)CCN(CC2)C(=O)OC(C)(C)C)(F)F tert-butyl 2-(5-(5-(trifluoromethyl)-1,2,4-oxadiazol-3-yl)pyridin-2-yl)-2,7-diazaspiro[3.5]nonane-7-carboxylate